6-bromo-N2-(1-(6-quinolyl)ethyl)pyrazine-2,3-diamine BrC1=CN=C(C(=N1)NC(C)C=1C=C2C=CC=NC2=CC1)N